(2-Mercapto-1H-benzo[d]imidazol-5-yl)(phenyl)methanone SC1=NC2=C(N1)C=CC(=C2)C(=O)C2=CC=CC=C2